chloro-7-methoxyimidazo[1,2-a]pyridine ClC=1N=C2N(C=CC(=C2)OC)C1